CN1C(N(C2=C1C(=CC=C2)B2OC(C(O2)(C)C)(C)C)COCC[Si](C)(C)C)=O 3-Methyl-4-(4,4,5,5-tetramethyl-1,3,2-dioxaborolan-2-yl)-1-(2-trimethylsilylethoxymethyl)benzimidazol-2-one